CC1=NOC(=C1NC(=O)O[C@H](C)C1=CC=CC=C1)C1CCN(CC1)C1=CC=C(C=C1)C1(CC1)C(=O)NS(=O)(=O)CC1(CC1)C(=O)O 1-[({[1-(4-{4-[3-methyl-4-({[(1R)-1-phenylethoxy]carbonyl}amino)-1,2-oxazol-5-yl]piperidin-1-yl}phenyl)cyclopropyl]formamido}sulfonyl)methyl]cyclopropane-1-carboxylic acid